1-(4-fluorobenzyl)-3-(6-oxo-1,6-dihydropyridin-3-yl)-7-(trifluoromethyl)-2,3-dihydroquinazolin-4(1H)-one FC1=CC=C(CN2CN(C(C3=CC=C(C=C23)C(F)(F)F)=O)C2=CNC(C=C2)=O)C=C1